C1(=CC=CC=C1)[AlH]CCCCCCCC phenyl-n-octylaluminum hydride